CN1N=C2C=CC(=CC2=C1)C=1SC=2C(=NC=C(C2)C2CCNCC2)N1 2-(2-methyl-2H-indazol-5-yl)-6-(piperidin-4-yl)[1,3]thiazolo[4,5-b]pyridine